O1COC2=C1C=CC(=C2)C2=CN=C1N2C=C(N=C1)C=1C=CC(=NC1)N 5-[3-(1,3-benzodioxol-5-yl)imidazo[1,2-a]pyrazin-6-yl]pyridin-2-amine